(2-Hydroxy-6-methoxyphenyl)ethenone OC1=C(C(=CC=C1)OC)C=C=O